ClC=1C=C(C=C(C1)F)OC1=CC=C(C=C1)N1C(NN=C1C)=O 4-{4-[(3-chloro-5-fluorophenyl)oxy]phenyl}-5-methyl-2,4-dihydro-3H-1,2,4-triazol-3-one